FC1(CC(NCC1)C(=O)O)F 4,4-difluoropiperidine-2-carboxylic acid